C(N)(OC(C(O)CC1=CC=CC=C1)(C)C)=O benzyl-(1-hydroxy-2-methylpropan-2-yl) carbamate